N-(1,1-dioxothien-3-yl)-pyridine-4-sulfonamide O=S1(C=C(C=C1)NS(=O)(=O)C1=CC=NC=C1)=O